1,3,3,5,7-pentamethyl-5-(2-methyl-5-(trifluoromethyl)phenyl)octahydrobenzo[c]isoxazole CN1OC(C2C1C(CC(C2)(C2=C(C=CC(=C2)C(F)(F)F)C)C)C)(C)C